NC1=C2C(=NC=N1)N(N=C2C2=CC=C(C1=C2OCO1)NC(C1=CC=CC=C1)=O)[C@H]1CN(CCC1)C(CC#N)=O (R)-N-(7-(4-amino-1-(1-(2-cyanoacetyl)piperidin-3-yl)-1H-pyrazolo[3,4-d]pyrimidin-3-yl)benzo[d][1,3]dioxol-4-yl)benzamide